(R)-N,N'-Bis(salicylidene)-1,1'-binaphthyl-2,2'-diamine C(C=1C(O)=CC=CC1)=NC=1C(=C2C=CC=CC2=CC1)C=1C(=CC=C2C=CC=CC12)N=CC=1C(O)=CC=CC1